(1R,3R)-3-aminocycloheptanol hydrochloride Cl.N[C@H]1C[C@@H](CCCC1)O